C(C)C1CC(OC=2CCCC(C12)=O)CC(C)C 4-Ethyl-2-isobutyl-2,3,4,6,7,8-hexahydro-5H-chromen-5-one